BrC1=CC=C(C=2CCOC21)C(C(=O)O)C 2-(7-bromo-2,3-dihydrobenzofuran-4-yl)propanoic acid